C[C@]12CC3(CC(C[C@@](C1)(C3)C)C2)NC(NC2=CC=C(C(=O)N3C[C@H](CCC3)C(=O)NO)C=C2)=N (S)-1-(4-(3-((1r,3r,5S,7S)-3,5-dimethyladamantan-1-yl)guanidino)benzoyl)-N-hydroxypiperidine-3-carboxamide